2-chloro-4-(1-ethoxyvinyl)thieno[3,2-d]pyrimidine ClC=1N=C(C2=C(N1)C=CS2)C(=C)OCC